CC1=C(C=C(C=C1)NC(=O)N1C2CCCC1C2)B2OC(C(O2)(C)C)(C)C N-[4-methyl-3-(4,4,5,5-tetramethyl-1,3,2-dioxaborolan-2-yl)phenyl]-6-azabicyclo[3.1.1]heptane-6-carboxamide